COC1=C(C=C2C3=C(N(C2=C1)C)C(=NC=C3)C)N3CCN(CC3)S(=O)(=O)C3=C1C=CC=C(C1=CC=C3)N(C)C 5-((4-(7-methoxy-1,9-dimethyl-9H-pyrido[3,4-b]indol-6-yl)piperazin-1-yl)sulfonyl)-N,N-dimethylnaphthalen-1-amine